N1C(=NC2=C1C=CC(=C2)N)N 1H-Benzimidazole-2,5-Diamine